C(C1=CC=CC=C1)N1C=CC2=C1N=C(C=C2C(=O)OC)Cl methyl 1-benzyl-6-chloro-1H-pyrrolo[2,3-b]pyridine-4-carboxylate